(5-(6-(3-fluoro-2-methoxyphenyl)-1-oxo-3,4-dihydroisoquinolin-2(1H)-yl)-2-hydroxyphenyl)methanesulfonamide FC=1C(=C(C=CC1)C=1C=C2CCN(C(C2=CC1)=O)C=1C=CC(=C(C1)CS(=O)(=O)N)O)OC